[1-(3-chloro-2-fluorophenyl)but-3-enyl]-N'-cyclopropyl-ethane-1,2-diamine TFA salt OC(=O)C(F)(F)F.ClC=1C(=C(C=CC1)C(CC=C)C(CNC1CC1)N)F